1-acetyl-3-methyl-5-phenyl-3-((m-tolyl-sulfonyl)methyl)-1,3-dihydro-2H-pyrrole-2-one C(C)(=O)N1C(C(C=C1C1=CC=CC=C1)(CS(=O)(=O)C=1C=C(C=CC1)C)C)=O